3-hydroxy-7-phenyl-4'-carboxyl-flavonol ethyl-3-((2-bromobenzyl)amino)-1H-pyrrole-2-carboxylate C(C)N1C(=C(C=C1)NCC1=C(C=CC=C1)Br)C(=O)OC1(C(OC2=CC(=CC=C2C1=O)C1=CC=CC=C1)C1=CC=C(C=C1)C(=O)O)O